3-[6-amino-1-[[4-amino-3-(trifluoromethyl)phenyl]methyl]pyrazolo[3,4-d]pyrimidin-4-yl]-2-fluoro-benzonitrile NC1=NC(=C2C(=N1)N(N=C2)CC2=CC(=C(C=C2)N)C(F)(F)F)C=2C(=C(C#N)C=CC2)F